F[C@H]1CN(CC[C@H]1NC1=NN2C(C(=N1)OC)=C(C=C2)C=2C=CC1=C(N(N=N1)[C@@H](CF)C)C2)C N-((3S,4R)-3-fluoro-1-methylpiperidin-4-yl)-5-(1-((R)-1-fluoropropan-2-yl)-1H-benzo[d][1,2,3]triazol-6-yl)-4-methoxypyrrolo[2,1-f][1,2,4]triazin-2-amine